CC1(NC2(CC2)CC(C1)OC1=CC=C(N=N1)C1=NC=C(C=C1O)C=1C=NN(C1)C([2H])([2H])[2H])C 2-{6-[(5,5-dimethyl-4-azaspiro[2.5]octan-7-yl)oxy]pyridazin-3-yl}-5-[1-(2H3)methyl-1H-pyrazol-4-yl]pyridin-3-ol